3-aminopropanoate NCCC(=O)[O-]